Gadolinium-Barium-Copper Oxygen [O].[Cu].[Ba].[Gd]